[5-(5-carboxymethoxy-pentoxy)-pentoxy]-acetic acid C(=O)(O)COCCCCCOCCCCCOCC(=O)O